CN(CCNC([O-])=O)C N-[2-(dimethylamino) ethyl]Carbamate